(E)-2-(1H-pyrrol-1-yl)-4-styrylaniline N1(C=CC=C1)C1=C(N)C=CC(=C1)\C=C\C1=CC=CC=C1